tert-butyl (2-(2-(2-((2-(2,6-dioxopiperidin-3-yl)-1,3-dioxoisoindolin-5-yl)amino)ethoxy)ethoxy)ethyl)carbamate O=C1NC(CCC1N1C(C2=CC=C(C=C2C1=O)NCCOCCOCCNC(OC(C)(C)C)=O)=O)=O